ClC=1C(=CC2=C(NC(=N2)C2COC3=C(C2)C=CC=C3)C1)C1=CN=CO1 6-chloro-2-(3,4-dihydro-2H-1-benzopyran-3-yl)-5-(1,3-oxazol-5-yl)-1H-1,3-benzodiazole